O(C1=CC=CC=C1)C(C=O)C 2-phenoxypropanal